3,5'-dichloro-4-((3,5-difluoropyridin-2-yl)methoxy)-2'-(3-(2-hydroxypropan-2-yl)-4-methyl-1H-pyrazol-1-yl)-6-methyl-2H-[1,4'-bipyridin]-2-one ClC=1C(N(C(=CC1OCC1=NC=C(C=C1F)F)C)C1=CC(=NC=C1Cl)N1N=C(C(=C1)C)C(C)(C)O)=O